NC1=C(CO)C=CC=C1 2-Aminobenzyl alcohol